ClC1=CC=C(C=C1)N(C(=O)C=1C=C(C=2N(C1)C(=CN2)I)C#N)C N-(4-chlorophenyl)-8-cyano-3-iodo-N-methyl-imidazo[1,2-a]pyridine-6-carboxamide